CC1=C(C(=CC(=C1)C=CC(=O)C1=CC=C(C=C1)SC)C)O 2,6-dimethyl-4-(3-(4-(methylthio)phenyl)-3-oxoprop-1-en-1-yl)phenol